5-chloro-7-methyl-N-(2,2,2-trifluoro-1-phenylethyl)pyrazolo[1,5-a]Pyrimidine-3-carboxamide ClC1=NC=2N(C(=C1)C)N=CC2C(=O)NC(C(F)(F)F)C2=CC=CC=C2